1,5-nonanediol C(CCCC(CCCC)O)O